NC1=C(C(N(C(N1)=O)CC#C)=O)NC(CCC1=CC=C(C=C1)CC)=O N-(6-Amino-2,4-dioxo-3-(prop-2-yn-1-yl)-1,2,3,4-tetrahydropyrimidin-5-yl)-3-(4-ethylphenyl)propanamide